3-fluoro-N-[(4-methylpyridin-3-yl)methyl]-4-(trifluoromethyl)-benzamide FC=1C=C(C(=O)NCC=2C=NC=CC2C)C=CC1C(F)(F)F